NC=1C2=C(N=CN1)N(C(=C2C2CCN(CC2)C([C@H](CCN(C)C)C)=O)C2=CC=C(C=C2)NC(C=C)=O)C (S)-N-(4-(4-amino-5-(1-(4-(dimethylamino)-2-methylbutanoyl)piperidin-4-yl)-7-methyl-7H-pyrrolo[2,3-d]pyrimidin-6-yl)phenyl)acrylamide